FC(C(=O)N)(CC1=CC=C(C=C1)F)F 2,2-difluoro-3-(4-fluorophenyl)propanamide